6-(2-Hydroxy-2-methylpropyloxy)-4-(6-(6-(2-isopropoxyethyl)-3,6-diazabicyclo[3.1.1]hept-3-yl)pyridin-3-yl)pyrazolo[1,5-a]pyridine-3-carbonitrile OC(COC=1C=C(C=2N(C1)N=CC2C#N)C=2C=NC(=CC2)N2CC1N(C(C2)C1)CCOC(C)C)(C)C